N1,N1'-(1,3-phenylenebis(methylene))bis(N3-(3-((3-aminopropyl)amino)propyl)propane-1,3-diamine), hydrochloride salt Cl.C1(=CC(=CC=C1)CNCCCNCCCNCCCN)CNCCCNCCCNCCCN